NCCOCCOCCOCCOCCOC=1C=C2C(=NC(=NC2=CC1OC)C)N[C@H](C)C1=CC=C(S1)C1=C(C=O)C=CC=C1 (R)-2-(5-(1-((6-((14-amino-3,6,9,12-tetraoxatetradecyl)oxy)-7-methoxy-2-methylquinazolin-4-yl)amino)ethyl)thiophen-2-yl)benzaldehyde